[C@H](C)(CC)OC1=NC=2N(C=C1C(=O)O)C=C(N2)C21COC(C2)(C1)C (S)-7-(sec-butoxy)-2-(1-methyl-2-oxabicyclo[2.1.1]hex-4-yl)imidazo[1,2-a]pyrimidine-6-carboxylic acid